C(C)(=O)N1C(C(C2=CC=CC=C12)=O)(C)C 1-acetyl-2,2-dimethylindolin-3-one